[O-]S(=O)(=O)C(F)(F)F.CC1=C(C=CC=C1)[I+]C1=C(C=C(C=C1C)C)C (2-methylphenyl)(2,4,6-trimethylphenyl)iodonium triflate